[2,2']bipyridyl N1=C(C=CC=C1)C1=NC=CC=C1